(3R)-N-[3-[2-[[(1S,3S)-3-aminocyclopentyl]amino]-8-methyl-7-oxopyrido[2,3-d]pyrimidin-6-yl]-2,4-difluorophenyl]-3-fluoropyrrolidine-1-sulfonamide hydrochloride Cl.N[C@@H]1C[C@H](CC1)NC=1N=CC2=C(N1)N(C(C(=C2)C=2C(=C(C=CC2F)NS(=O)(=O)N2C[C@@H](CC2)F)F)=O)C